N-(4-bromo-5-((2-chloro-5-fluorophenyl)(hydroxy)methyl)-2-oxo-2,3-dihydrobenzo[d]oxazol-6-yl)-3-fluoro-5-(trifluoromethyl)benzamide BrC1=C(C(=CC2=C1NC(O2)=O)NC(C2=CC(=CC(=C2)C(F)(F)F)F)=O)C(O)C2=C(C=CC(=C2)F)Cl